((3S,4S)-4-(3,4,5-trifluorophenyl)piperidin-3-yl)-5,6-dihydropyrazolo[1,5-d]thieno[3,2-f][1,4]oxazepin-2-carboxamide FC=1C=C(C=C(C1F)F)[C@@H]1[C@H](CNCC1)C1=C(SC2=C1C=1N(CCO2)N=CC1)C(=O)N